3-[(4-bromo-3-fluoro-2-methylphenyl)methylene]azetidine BrC1=C(C(=C(C=C1)C=C1CNC1)C)F